(S)-N-(3-(3'-Chloro-6-methoxy-5-((((5-oxopyrrolidin-2-yl)methyl)amino)methyl)-[2,4'-bipyridin]-2'-yl)-2-methylphenyl)-5-(((3-fluoropropyl)amino)methyl)picolinamide ClC=1C(=NC=CC1C1=NC(=C(C=C1)CNC[C@H]1NC(CC1)=O)OC)C=1C(=C(C=CC1)NC(C1=NC=C(C=C1)CNCCCF)=O)C